ClC1=NC(=C2N=CN(C2=N1)CC1=CC=C(C=C1)OC)Cl 2,6-dichloro-9-(4-methoxybenzyl)-9H-purine